Tert-butyl (6-((5-bromo-2-hydroxyphenyl)amino)-6-oxohexyl)carbamate BrC=1C=CC(=C(C1)NC(CCCCCNC(OC(C)(C)C)=O)=O)O